5-(2-nitro-6-(trifluoromethyl)phenyl)-2-oxo-4-phenyl-2H-pyran-6-carboxylic acid tert-butyl ester C(C)(C)(C)OC(=O)C1=C(C(=CC(O1)=O)C1=CC=CC=C1)C1=C(C=CC=C1C(F)(F)F)[N+](=O)[O-]